6-Chloro-phenyl-2-(10-phenylanthracen-9-yl)dibenzo[b,d]furan ClC1=CC=CC=C1C1=C(C=CC=2OC3=C(C21)C=CC=C3)C=3C2=CC=CC=C2C(=C2C=CC=CC32)C3=CC=CC=C3